(Racemic)-2'-Chloro-5'-methoxy-6-methyl-N-(5-(spiro[2.2]pentane-1-carbonyl)-5,6-dihydro-4H-pyrrolo[3,4-d]thiazol-2-yl)-[4,4'-bipyridine]-3-carboxamide ClC1=NC=C(C(=C1)C1=C(C=NC(=C1)C)C(=O)NC=1SC2=C(N1)CN(C2)C(=O)[C@@H]2CC21CC1)OC |r|